N-[2-(1-benzylpiperidin-4-yl)ethyl]-4-(4-hydroxyphenyl)benzamide C(C1=CC=CC=C1)N1CCC(CC1)CCNC(C1=CC=C(C=C1)C1=CC=C(C=C1)O)=O